ClC1=CC=C2C=C(N(C2=C1)OC)C=1OC=NN1 2-(6-chloro-1-methoxy-1H-indol-2-yl)-1,3,4-oxadiazole